23-Hydroxy-heptacosanoic acid OC(CCCCCCCCCCCCCCCCCCCCCC(=O)O)CCCC